tert.butylacrylamide C(C)(C)(C)C(C(=O)N)=C